3-[5-[3-[(2R)-2-(2-aminoethyl)morpholin-4-yl]prop-1-enyl]-3-methyl-2-oxo-benzimidazol-1-yl]piperidine-2,6-dione NCC[C@@H]1CN(CCO1)CC=CC1=CC2=C(N(C(N2C)=O)C2C(NC(CC2)=O)=O)C=C1